N-(1-(5-(3-cyano-6-(2-hydroxy-2-methylpropyloxy)pyrazolo[1,5-a]pyridin-4-yl)pyridin-2-yl)-4-methylpiperidin-4-yl)-6-((trimethylsilyl)ethynyl)nicotinamide C(#N)C=1C=NN2C1C(=CC(=C2)OCC(C)(C)O)C=2C=CC(=NC2)N2CCC(CC2)(C)NC(C2=CN=C(C=C2)C#C[Si](C)(C)C)=O